C(#N)C1=CC=CN=N1 6-cyanopyridazin